IC1=CC=C(C=C1)NC(OC(C)(C)C)=O tert-butyl (4-iodophenyl)carbamate